CCC(CC)N1N=CC(=C1)C=1C=2N(C=C(N1)C=1C=NN(C1)C[C@@H](CO)O)N=CC2 (S)-3-(4-(4-(1-(pent-3-yl)-1H-pyrazol-4-yl)pyrazolo[1,5-a]pyrazin-6-yl)-1H-pyrazol-1-yl)propane-1,2-diol